[1-[5-fluoro-6-(2-methylpyrazol-3-yl)pyrimidin-4-yl]-4-piperidinyl]methanone cadmium mercury sulfur [S].[Hg].[Cd].FC=1C(=NC=NC1C=1N(N=CC1)C)N1CCC(CC1)C=O